tert-butyl 5-hydroxy-4-(hydroxymethyl)pentanoate OCC(CCC(=O)OC(C)(C)C)CO